C(C1=CC=CC=C1)(C1=CC=CC=C1)N1CCN(CC1)C1=CC(N(C2=CC=CC=C12)C)=O 4-(4-benzhydryl-piperazin-1-yl)-1-methylquinolin-2(1H)-one